2,4-diamino-1,5-dimethyl-3-ethylbenzene NC1=C(C=C(C(=C1CC)N)C)C